1-[[2-(cyclobutyl-methoxy)pyridin-4-yl]methyl]-3-[(1r,3r)-3-(trifluoromethyl)cyclobutyl]urea C1(CCC1)COC1=NC=CC(=C1)CNC(=O)NC1CC(C1)C(F)(F)F